IC1=NN(C2=NC(=CN=C21)N2C[C@@H]1[C@]([C@@H]1CC2)(C=2SC=C(N2)C)CNC(OC(C)(C)C)=O)C2OCCCC2 tert-butyl (((1S,6R,7S)-3-(3-iodo-1-(tetrahydro-2H-pyran-2-yl)-1H-pyrazolo[3,4-b]pyrazin-6-yl)-7-(4-methylthiazol-2-yl)-3-azabicyclo[4.1.0]heptan-7-yl)methyl)carbamate